C(C)OC(C(=O)C1=CC=CC=C1)OCC 2,2-diethoxy-1-phenylethanone